[C@H]12N(C[C@H](NC1)C2)CCO\N=C/2\C(\NC1=CC=CC=C21)=C/2\C(NC1=CC=C(C=C21)F)=O (2Z,3E)-3-((2-((1R,4R)-2,5-diazabicyclo[2.2.1]heptane-2-yl)ethoxy)imino)-5'-fluoro-[2,3'-biindolinylidene]-2'-on